C1(=CC=C(C=C1)C1=NC(=NC(=N1)C1=CC=CC=C1)C1=CC=2C3(C4=CC=CC=C4C2C=C1)C1=CC=CC=C1C=1C=CC=CC13)C1=CC=CC=C1 2-(biphenyl-4-yl)-4-phenyl-6-(9,9'-spirobi[9H-fluoren]-2-yl)-1,3,5-triazine